3-(4-Hydroxy-1-nitrobutan-2-yl)thiophen-2-ol OCCC(C[N+](=O)[O-])C1=C(SC=C1)O